N-(4-methylquinazolin-2-yl)guanidine CC1=NC(=NC2=CC=CC=C12)NC(=N)N